CC=1C=CC2=C(C=C(C(O2)=O)C(C(F)(F)F)=O)C1 6-Methyl-3-trifluoroacetyl-benzopyrone